CN(CCCNC1=NC=C(C=C1NS(=O)(=O)C)C1=CC=2C3=C(C=NC2C=C1)N(C(C31CCC1)=O)C)C N-(2-((3-(Dimethylamino)propyl)amino)-5-(3'-methyl-2'-oxo-2',3'-dihydrospiro[cyclobutane-1,1'-pyrrolo[2,3-c]quinolin]-8'-yl)pyridin-3-yl)methanesulfonamide